4-(7-(3-(difluoromethoxy)-5-fluorophenyl)-4-oxo-1-((3-(trifluoromethyl)phenyl)sulfonyl)-1,2-dihydroquinazolin-3(4H)-yl)-N,N-dimethylbutyramide FC(OC=1C=C(C=C(C1)F)C1=CC=C2C(N(CN(C2=C1)S(=O)(=O)C1=CC(=CC=C1)C(F)(F)F)CCCC(=O)N(C)C)=O)F